4-((tert-butyldimethylsilyl)oxy)aniline 2-fluoro-6-formyl-4-(3-(4-(pyrrolidin-1-yl)phenyl)-1,2,4-thiadiazol-5-yl)phenyl-glycinate FC1=C(C(=CC(=C1)C1=NC(=NS1)C1=CC=C(C=C1)N1CCCC1)C=O)NCC(=O)O.[Si](C)(C)(C(C)(C)C)OC1=CC=C(N)C=C1